ClC1=NC=CC(=C1)O[C@@H]1CN(CC1)C1=NC=NC2=C1SC=1N=NC(=C(C12)C)C 8-[(3S)-3-[(2-chloro-4-pyridinyl)oxy]pyrrolidin-1-yl]-3,4-dimethyl-pyrimido[4',5':4,5]thieno[2,3-c]pyridazine